(3-(4-(azetidine-3-oxy)phenoxy)-6-methoxybenzo[b]thiophen-2-yl)(3-fluorophenyl)methanone hydrochloride Cl.N1CC(C1)OC1=CC=C(OC=2C3=C(SC2C(=O)C2=CC(=CC=C2)F)C=C(C=C3)OC)C=C1